ClC=1C=C2CO[C@]3(O[C@@H]([C@H]([C@@H]([C@H]3O)O)O)C)C2=CC1CC=1SC(=CC1)CCOCC (1S,3'R,4'S,5'S,6'R)-5-chloro-6-((5-(2-ethyloxylethyl)thiophene-2-yl)methyl)-6'-methyl-3',4',5',6'-tetrahydro-3H-spiro[isobenzofuran-1,2'-pyran]-3',4',5'-triol